1-(5-((2,6-dimethylmorpholinyl)methyl)furan-2-yl)-2-ethoxyprop-2-en-1-one CC1CN(CC(O1)C)CC1=CC=C(O1)C(C(=C)OCC)=O